C1(=CC=C(C=C1)C(=O)O)C1=CC=C(C=C1)C(=O)O.FC=1C(=NC(=CC1)OC)C=O (3-fluoro-6-methoxy-2-pyridinyl)methanone 1,1'-biphenyl-4,4'-dicarboxylate